CN1C(C(=C(C(=C1)C)[O-])NC(NC(CC(=O)[O-])C1=CC(=CC=C1)OC1=CC=CC=C1)=O)=O.[Na+].[Na+] sodium 3-(3-(1,5-dimethyl-4-oxido-2-oxo-1,2-dihydropyridin-3-yl)ureido)-3-(3-phenoxy phenyl)propanoate